C(\C=C\C(=O)O)(=O)O.C(C)N(CCC1=CNC2=CC=C(C=C12)F)C N-ethyl-2-(5-fluoro-1H-indol-3-yl)-N-methylethan-1-amine mono-fumarate